2,4,4-Trimethylpentan CC(C)CC(C)(C)C